C(C)C1=NN=C2N1C1=C(C(=C(C=C1NC2(C)C)F)C2=C1C=NN(C1=CC=C2)S(=O)(=O)C)C 1-ethyl-7-fluoro-4,4,9-trimethyl-8-(1-methylsulfonyl-1H-indazol-4-yl)-5H-[1,2,4]triazolo[4,3-a]quinoxaline